((2R,3R,4R,5S,6S)-3,4,5-tris(benzyloxy)-6-(4-chloro-3-(4-ethoxybenzyl)phenyl)tetrahydro-2H-pyran-2-yl)butanoic acid methyl ester COC(C(CC)[C@H]1O[C@H]([C@@H]([C@@H]([C@@H]1OCC1=CC=CC=C1)OCC1=CC=CC=C1)OCC1=CC=CC=C1)C1=CC(=C(C=C1)Cl)CC1=CC=C(C=C1)OCC)=O